lactose monohydrate O.OC1[C@H](O)[C@@H](O)[C@H](O[C@H]2[C@H](O)[C@@H](O)[C@@H](O)[C@H](O2)CO)[C@H](O1)CO